(E)-4-(benzyloxy)-3-chloro-2'-(3-(dimethylamino)acryloyl)-5',6-dimethyl-2H-[1,4'-bipyridin]-2-one C(C1=CC=CC=C1)OC1=C(C(N(C(=C1)C)C1=CC(=NC=C1C)C(\C=C\N(C)C)=O)=O)Cl